3-((6-(Aminomethyl)-5-fluoropyridazin-4-yl)amino)piperidine-2,6-dione NCC1=C(C(=CN=N1)NC1C(NC(CC1)=O)=O)F